glycine tertiary butyl ester C(C)(C)(C)OC(CN)=O